ClCC=1C=CC2=C(NC3=CC=CC=C23)N1 (chloromethyl)-9H-pyrido[2,3-b]indole